N(=[N+]=[N-])[C@@H]1[C@H](CO[C@H](C1)C(=O)N1[C@H](C2=CC=CC=C2CC1)C1=CC=C(C=C1)F)NC(CC)=O N-((3R,4S,6R)-4-azido-6-((S)-1-(4-fluorophenyl)-1,2,3,4-tetrahydroisoquinoline-2-carbonyl)tetrahydro-2H-pyran-3-yl)propionamide